tert-butyl (2-(((tert-butoxycarbonyl)amino)methyl)-3-fluorophenyl)carbamate C(C)(C)(C)OC(=O)NCC1=C(C=CC=C1F)NC(OC(C)(C)C)=O